(1R,3S)-3-(3-{[(2-methyl-1,3-thiazol-5-yl)acetyl]-amino}-1H-pyrazol-5-yl)cyclopentyl (2,2,2-trifluoroethyl)carbamate FC(CNC(O[C@H]1C[C@H](CC1)C1=CC(=NN1)NC(CC1=CN=C(S1)C)=O)=O)(F)F